ClC=1C(=NC(=NC1)N[C@H]1[C@@H]([C@@H]2CO[C@H](C1)O2)O)C=2C=C1C3(C(=NC1=C(C2)F)C(C)(C)O)CCCC3 (1S,2S,3R,5S)-3-((5-chloro-4-(7'-fluoro-2'-(2-hydroxypropan-2-yl)spiro[cyclopentane-1,3'-indol]-5'-yl)pyrimidin-2-yl)amino)-6,8-dioxabicyclo[3.2.1]octan-2-ol